6,7-dihydro-3H-benzofuro[5,6-d]imidazole N1=CNC2=C1C=C1CCOC1=C2